NCC1N(CCN(C1)C(=O)OCC1=CC=CC=C1)C(=O)OC(C)(C)C 4-Benzyl 1-(tert-butyl) 2-(aminomethyl)piperazine-1,4-dicarboxylate